methyl 4-[5-(3,3-difluoroazetidin-1-yl)-3-{[3-fluoro-5-(methylsulfanyl)phenyl]methoxy}pyridin-2-yl]-5-methylthiophene-2-carboxylate FC1(CN(C1)C=1C=C(C(=NC1)C=1C=C(SC1C)C(=O)OC)OCC1=CC(=CC(=C1)SC)F)F